(S)-1-(3-chlorophenyl)-1-benzyl-3-(pyridin-2-yl)propadiene ClC=1C=C(C=CC1)C(=C=CC1=NC=CC=C1)CC1=CC=CC=C1